N(N)C(CC1=CC=C(C=C1)NC(OC(C)(C)C)=O)=O tert-butyl (4-(2-hydrazinyl-2-oxoethyl)phenyl)carbamate